COC=1C=C2C(=NC=NC2=CC1OC)C(CN1CCS(CC1)(=O)=N)=O 1-(6,7-dimethoxyquinazolin-4-yl)-2-(1-imino-1-oxido-1λ6-thiomorpholino)ethan-1-one